OC[C@H]1O[C@@H]([C@@H]([C@H]([C@H]1O)N1N=NC(=C1)C1=CC(=C(C(=C1)F)F)F)OC)CC1=NOC(=C1)C1CCNCC1 (2R,3R,4S,5R,6R)-2-(hydroxymethyl)-5-methoxy-6-((5-(piperidin-4-yl)isoxazol-3-yl)methyl)-4-(4-(3,4,5-trifluorophenyl)-1H-1,2,3-triazol-1-yl)tetrahydro-2H-pyran-3-ol